Bis(vinylbenzyloxy)hexan C(=C)C(C1=CC=CC=C1)OC(CCCCC)OC(C1=CC=CC=C1)C=C